4-Chloro-N-(1,3-dihydroxy-2-(3-(4-(trifluoromethoxy)phenyl)-1,2,4-oxadiazol-5-yl)propan-2-yl)benzamid ClC1=CC=C(C(=O)NC(CO)(CO)C2=NC(=NO2)C2=CC=C(C=C2)OC(F)(F)F)C=C1